ON=C(N)C=1C=C(C=CC1)CC(C=1SC2=C(N1)C=CC(=C2)OC)NS(=O)(=O)C=2C=C(NC(CCNC(OC(C)(C)C)=O)=O)C=CC2 tert-butyl N-[3-[3-[[2-[3-(N'-hydroxycarbamimidoyl)phenyl]-1-(6-methoxy-1,3-benzothiazol-2-yl)ethyl]sulfamoyl]anilino]-3-oxo-propyl]carbamate